1-(3-chloro-2-fluoro-6-methyl-benzyl)-4-((3-fluoro-6-((5-methyl-1H-pyrazol-3-yl)amino)pyridin-2-yl)methyl)piperidine-4-carboxylic acid ClC=1C(=C(CN2CCC(CC2)(C(=O)O)CC2=NC(=CC=C2F)NC2=NNC(=C2)C)C(=CC1)C)F